(5S)-5-[[[6-[2-Chloro-3-[3-chloro-2-[3-[[(4,4-difluorocyclohexyl)amino]methyl]-1-methyl-indol-6-yl]-4-pyridyl]phenyl]-2-methoxy-3-pyridyl]methylamino]methyl]pyrrolidin-2-one ClC1=C(C=CC=C1C1=C(C(=NC=C1)C1=CC=C2C(=CN(C2=C1)C)CNC1CCC(CC1)(F)F)Cl)C1=CC=C(C(=N1)OC)CNC[C@@H]1CCC(N1)=O